3,3-Difluoroazetidine FC1(CNC1)F